2-hydroxy-6-methylpyridin OC1=NC(=CC=C1)C